OC=1C(=NC(=CN1)O)C(=O)O 3,6-dihydroxypyrazine-2-formic acid